3-(4-bromo-1H-pyrazol-1-yl)-3-cyclopentylpropionic acid ethyl ester C(C)OC(CC(C1CCCC1)N1N=CC(=C1)Br)=O